benzyl (7-bromochroman-3-yl)carbamate BrC1=CC=C2CC(COC2=C1)NC(OCC1=CC=CC=C1)=O